FS(=O)(=O)OC1=CC2=CC(=CC=C2C=C1)OS(=O)(=O)F 2,7-difluorosulfonyloxynaphthalene